(4Z,5R)-1-[(R)-tert-butylsulfinyl]-4-(dimethylaminomethylene)-5-(3-methoxy-2-methyl-phenyl)pyrrolidin-3-one C(C)(C)(C)[S@@](=O)N1CC(\C(\[C@H]1C1=C(C(=CC=C1)OC)C)=C/N(C)C)=O